8-(ethylamino)-2-(methylsulfanyl)pyrido[3,4-d]pyrimidine-6-carbonitrile C(C)NC1=NC(=CC2=C1N=C(N=C2)SC)C#N